C(#N)C1=C(SC2=C1C(=CC=C2)B2OC(C(O2)(C)C)(C)C)NC(OC(C)(C)C)=O tert-butyl (3-cyano-4-(4,4,5,5-tetramethyl-1,3,2-dioxaborolan-2-yl)benzothiophen-2-yl)carbamate